(S)-4-methyl-1,2,3-oxathiazolidine-3-carboxylic acid benzyl ester 2,2-dioxide C(C1=CC=CC=C1)OC(=O)N1S(OC[C@@H]1C)(=O)=O